N-((2-(2,6-dioxopiperidin-3-yl)-1-oxoisoindolin-5-yl)methyl)-2,2-difluoro-2-(4-fluoro-2-(2,2,2-trifluoroethoxy)phenyl)acetamide O=C1NC(CCC1N1C(C2=CC=C(C=C2C1)CNC(C(C1=C(C=C(C=C1)F)OCC(F)(F)F)(F)F)=O)=O)=O